C1(CCC1)[C@@H](C=1C=C(C=CC1)N1C(C2=CC(=CC(=C2C1)C(F)(F)F)CN1C[C@H](C(CC1)(F)F)C)=O)C1=NN=CN1C 2-(3-((S)-cyclobutyl(4-methyl-4H-1,2,4-triazol-3-yl)methyl)phenyl)-6-(((R)-4,4-difluoro-3-methylpiperidin-1-yl)methyl)-4-(trifluoromethyl)isoindolin-1-one